COC(\C=C\C(C(=O)OCC1=CC=CC=C1)=O)=O (2E)-4-oxopent-2-enedioic acid 5-benzyl 1-methyl ester